CC(CCC=O)CCCC(C)C 4,8-DIMETHYLNONANAL